C(C=C)OC(=O)N1CCN(CC1)C1=CC=C(C=C1)C[C@@H](C(=O)O)NC(=O)OC(C)(C)C (S)-3-(4-(4-((allyloxy)carbonyl)piperazin-1-yl)phenyl)-2-((tert-butoxycarbonyl)amino)propanoic acid